Cl(=O)(=O)(=O)[O-].CC1(C(N(C2=CC=CC=C12)CCCCCCCCCCCCCCCCCC)=CC=CC=CC1=[N+](C2=CC=CC=C2C1(C)C)CCCCCCCCCCCCCCCCCC)C 2-[5-(1,3-Dihydro-3,3-dimethyl-1-octadecyl-2H-indol-2-ylidene)-1,3-pentadien-1-yl]-3,3-dimethyl-1-octadecyl-3H-indolium perchlorate